[Br-].S1C=NC=C1 thiazole bromide salt